FC=1C=C(C(=O)NC2=CC(=CC=C2)C(=O)C=2C=C3N=C(C=NC3=CC2)N2CCOCC2)C=CC1 3-fluoro-N-(3-(3-morpholinoquinoxaline-6-carbonyl)phenyl)benzamide